OC=1C=C(C=CC1)C(C)N1C=NC=C1C(=O)O 1-(1-(3-hydroxyphenyl)ethyl)-1H-imidazole-5-carboxylic acid